BrC1=CC=C(C=C1)C1(CC1)NC(C1=C(C=CC(=C1)OCCN(C)C)C)=O N-(1-(4-Bromophenyl)cyclopropyl)-5-(2-(dimethylamino)ethoxy)-2-methylbenzamide